4-Fluoro-3-methoxybenzenesulfonyl chloride FC1=C(C=C(C=C1)S(=O)(=O)Cl)OC